Methyl (2RS)-2-(7-bromoindazol-2-yl)-2-(5-fluoro-2-methoxy-phenyl)acetate BrC1=CC=CC2=CN(N=C12)[C@@H](C(=O)OC)C1=C(C=CC(=C1)F)OC |r|